C(=C)C=1C=C(C(=O)O)C=CC1 m-vinyl-benzoic acid